FC=1C=NN(C1)C1=NC2=CC(=NC=C2C=C1)CC1OCC(C2=CC(=CC=C12)C(=O)N)C ((2-(4-fluoro-1H-pyrazol-1-yl)-1,6-naphthyridin-7-yl)methyl)-4-methylisochromane-6-carboxamide